Ethyl (±)-trans-3-(4-(5-(((cyclopentylcarbamoyl)oxy)methyl)-1-methyl-1H-pyrazol-4-yl) phenoxy)cyclopentane-1-carboxylate C1(CCCC1)NC(=O)OCC1=C(C=NN1C)C1=CC=C(O[C@@H]2C[C@H](CC2)C(=O)OCC)C=C1 |r|